[I-].C(C)(C)(C)[NH3+] tert-Butyl-ammonium iodide